ClC=1C=C(C=CC1)C#C\C=C/1\C(CN(CC1)S(=O)(=O)C=1C=CC(=NC1)OC)(C)C 5-({(4E)-4-[3-(3-chlorophenyl)prop-2-yn-1-ylidene]-3,3-dimethylpiperidin-1-yl}sulfonyl)-2-methoxypyridine